2'-chloro-N-(6-(7-hydroxy-2-oxaspiro[3.5]non-7-yl)thiazolo[4,5-b]pyridin-2-yl)-5'-methoxy-6-methyl-[4,4'-bipyridine]-3-carboxamide ClC1=NC=C(C(=C1)C1=C(C=NC(=C1)C)C(=O)NC=1SC=2C(=NC=C(C2)C2(CCC3(COC3)CC2)O)N1)OC